2-((6-fluoro-5-methoxypyridin-3-yl)methyl)-5-((3-fluoroazetidin-1-yl)methyl)-7-((2-(methylamino)-1H-imidazol-1-yl)methyl)-3,4-dihydroisoquinolin-1(2H)-one FC1=C(C=C(C=N1)CN1C(C2=CC(=CC(=C2CC1)CN1CC(C1)F)CN1C(=NC=C1)NC)=O)OC